Cl.NC1C(NC(CC1)=O)=O 3-aminopiperidine-2,6-dione HCl salt